C(C(=O)[O-])(=O)OCCC=1C=CC=2C=CC3=CC=CC=C3C2C1 Phenanthren-3-ylethyl oxalate